C(CCCCCCCCCCCCCCC)(=O)NCC(=O)O palmitoyl-glycine